C(C1=C(C(=C(C(=C1[2H])[2H])C1=C(C(=CC=C1)C1=C(C(=C(C(=C1[2H])[2H])C([2H])([2H])[2H])[2H])[2H])N)[2H])[2H])([2H])([2H])[2H] 4,4''-bis(methyl-d3)-[1,1':3',1''-terphenyl]-2,2'',3,3'',5,5'',6,6''-d8-2'-amine